ethyl (3R)-3-[7-(hydroxymethyl)-2,3-dihydro-1H-inden-5-yl]-3-(1,4,7-trimethyl-1H-benzoTriazol-5-yl)propanoate OCC=1C=C(C=C2CCCC12)[C@@H](CC(=O)OCC)C1=C(C2=C(N(N=N2)C)C(=C1)C)C